F[C@@]1(N(O)[C@H](O)[C@@H](CO)O1)N1C=NC=2C(N)=NC=NC12 fluoro-2'-aza-adenosine